ClC1=CC=C(C=C1)C1N(C(C12CCCC2)=O)CC2CCN(CC2)C2=CC(=C(C(=O)O)C=C2)OC=2C=C1C=CNC1=CC2 4-(4-{[1-(4-chlorophenyl)-3-oxo-2-azaspiro[3.4]oct-2-yl]methyl}piperidin-1-yl)-2-(1H-indol-5-yloxy)benzoic acid